(S)-6,8-dichloro-2-(trifluoromethyl)-2H-chromene-3-carboxylic acid ClC=1C=C2C=C([C@H](OC2=C(C1)Cl)C(F)(F)F)C(=O)O